2-[4-[[[5-fluoro-6-[methyl-[(4-pyrazol-1-ylphenyl)methyl]amino]pyrimidin-4-yl]amino]methyl]phenyl]acetamide FC=1C(=NC=NC1N(CC1=CC=C(C=C1)N1N=CC=C1)C)NCC1=CC=C(C=C1)CC(=O)N